5-(2,6-Difluoro-4-formylphenyl)-N-(4-(4-methylpiperazin-1-yl)phenyl)-1-((2-(trimethylsilyl)ethoxy)methyl)-1H-pyrazolo[3,4-c]pyridine-3-carboxamide FC1=C(C(=CC(=C1)C=O)F)C=1C=C2C(=CN1)N(N=C2C(=O)NC2=CC=C(C=C2)N2CCN(CC2)C)COCC[Si](C)(C)C